1,4-bis(4'-hydroxybenzoyl)benzene dimethyl-(1s,4s)-1,4-dimethylcyclohexane-1,4-dicarboxylate COC(=O)C1(CCC(CC1)(C(=O)OC)C)C.OC1=CC=C(C(=O)C2=CC=C(C=C2)C(C2=CC=C(C=C2)O)=O)C=C1